isocyanuric acid trisodium salt [Na].[Na].[Na].N1C(=O)NC(=O)NC1=O